C(C1=CC=CC=C1)N(C1=C2NC(N(C2=NC=N1)[C@H]1[C@H](CN(CC1)C(=O)OC(C)(C)C)F)=O)CC1=CC=CC=C1 |o1:17,18| rel-tert-butyl (3S,4R)-4-[6-(dibenzylamino)-8-oxo-7H-purin-9-yl]-3-fluoropiperidine-1-carboxylate